vinyl alcohol-acrylic acid salt C(C=C)(=O)O.C(=C)O